C(C)C1=CC=CC=2N1N=C(N2)C(=O)N[C@@H]2C(N(C=1N(CC2)N=CC1)C)=O |r| 5-ethyl-N-[rac-(6S)-4-methyl-5-oxo-7,8-dihydro-6H-pyrazolo[1,5-a][1,3]diazepin-6-yl]-[1,2,4]triazolo[1,5-a]pyridine-2-carboxamide